FC=1C=C(C=C(C1)C(F)(F)F)C=1N=C2N(C(C1)=O)C=C(C=C2)N2CCNCC2 2-[3-Fluoro-5-(trifluoromethyl)phenyl]-7-(piperazin-1-yl)-4H-pyrido[1,2-a]pyrimidin-4-one